C=1(C(=CC(=CC1)C=O)C=O)C=O 1,2,4-benzenetrialdehyde